NC=1C=C(C(=O)NC2=C(C=C(C=C2Br)C(C(F)(F)F)(C(F)(F)F)F)Br)C=CC1F 3-amino-N-(2,6-dibromo-4-(1,1,1,2,3,3,3-heptafluoroprop-2-yl)phenyl)-4-fluorobenzamide